1-amino-cyclopropanecarboxylic acid phenylmethyl ester, hydrochloride Cl.C1(=CC=CC=C1)COC(=O)C1(CC1)N